O[C@@H]1C[C@H](C1)OC=1C=C(C=C(C1)S(=O)(=O)C)NC1=CC(=NC=C1C1=NN(C=C1)C)NC(C)=O N-(4-((3-((trans)-3-hydroxycyclobutoxy)-5-(methylsulfonyl)phenyl)amino)-5-(1-methyl-1H-pyrazol-3-yl)pyridin-2-yl)acetamide